2-{[(αR)-6-[2,5-dioxo-4-(2-hydroxyethyl)-imidazolidin-1-yl]spiro[3.3]-heptan-2-yl]oxy}-pyridine-3-carboxamide O=C1N(C(C(N1)CCO)=O)C1CC2(CC(C2)OC2=NC=CC=C2C(=O)N)C1